tert-Butyl (5-(5-(4,4-difluoropiperidine-1-carbonyl)-3-fluoropyridin-2-yl)-7-(4-fluorophenyl)benzofuran-2-yl)methylcarbamate FC1(CCN(CC1)C(=O)C=1C=C(C(=NC1)C=1C=C(C2=C(C=C(O2)CNC(OC(C)(C)C)=O)C1)C1=CC=C(C=C1)F)F)F